COC1=NC=NC(=C1C(=O)NC=1SC2=C(N1)C=1C=CC(=CC1OC21CCC(CC1)C(=O)N)C(F)(F)F)OC 2-(4,6-dimethoxypyrimidine-5-carboxamido)-7-(trifluoromethyl)spiro[chromeno[4,3-d]thiazole-4,1'-cyclohexane]-4'-carboxamide